CC1=C2C(=CNC2=CC=C1)C=CC(=O)O 3-(4-methyl-1H-indol-3-yl)acrylic acid